OB1N(N=CC2=C1C=CC=C2)C(=O)C2=CC=NC=C2 (1-hydroxybenzo[d][1,2,3]diazaborinin-2(1H)-yl)(pyridin-4-yl)methanone